CC1=C(C=C(C=C1)C1=NNC=C1)CNC(OC)=O methyl N-[[2-methyl-5-(1H-pyrazol-3-yl)phenyl]methyl]-carbamate